N,N-Dimethyl-4-(morpholin-2-yl-5,5-d2)aniline lithium 5-(8-(7-acetyl-3-ethyl-5,6,7,8-tetrahydroimidazo[1,5-a]pyrazin-1-yl)isoquinolin-3-yl)picolinate C(C)(=O)N1CC=2N(CC1)C(=NC2C=2C=CC=C1C=C(N=CC21)C=2C=CC(=NC2)C(=O)[O-])CC.[Li+].CN(C2=CC=C(C=C2)C2CNC(CO2)([2H])[2H])C